COC(=O)C=1C=CC2=C(OCC(N2C2=CC=CC=C2)=O)C1 3-oxo-4-phenyl-3,4-dihydro-2H-benzo[b][1,4]Oxazine-7-carboxylic acid methyl ester